FC([C@H](OC1=NN(C2=NN=C(C=C21)C=2C(NC(NC2)=O)=O)C)C2=CC(=C(C=C2)F)OCC(F)(F)F)F 5-[3-[(1R)-2,2-difluoro-1-[4-fluoro-3-(2,2,2-trifluoroethoxy)phenyl]ethoxy]-1-methyl-pyrazolo[3,4-c]pyridazin-5-yl]-1H-pyrimidine-2,4-dione